8-[4-(2-butoxyethoxy)phenyl]-1-(2-methylpropyl)-N-[4-[(S)-(3-propylimidazol-4-yl)methylsulfinyl]phenyl]-3,4-dihydro-2H-1-benzazocine-5-carboxamide C(CCC)OCCOC1=CC=C(C=C1)C=1C=CC2=C(C=C(CCCN2CC(C)C)C(=O)NC2=CC=C(C=C2)[S@@](=O)CC=2N(C=NC2)CCC)C1